2,2'-[[2-ethyl-2-[(2-oxiranylmethoxy)methyl]-1,3-propanediyl]bis(oxymethylene)]bis-oxirane C(C)C(COCC1OC1)(COCC1OC1)COCC1OC1